bis(2,4-di-tert-butylphenyl)pentaerythritol di-phosphate P(=O)(O)(O)O.P(=O)(O)(O)O.C(C)(C)(C)C1=C(C=CC(=C1)C(C)(C)C)C(O)(C(CO)(CO)CO)C1=C(C=C(C=C1)C(C)(C)C)C(C)(C)C